N1(C=NC=C1)C=1N=C(C2=C(N1)C=CN2)C(=O)NC=2N=CN(C2)C 2-(1H-imidazol-1-yl)-N-(1-methyl-1H-imidazol-4-yl)-5H-pyrrolo[3,2-d]pyrimidine-4-carboxamide